1,2-bis(2,3-epoxy-2-methylpropoxy)ethane CC1(COCCOCC2(CO2)C)CO1